tert-butyl N-[1-[3-(3-fluorophenyl)-1,2,4-oxadiazol-5-yl]-2-methylsulfonyl-ethyl]carbamate FC=1C=C(C=CC1)C1=NOC(=N1)C(CS(=O)(=O)C)NC(OC(C)(C)C)=O